ferrocenyl-acetylene [C-]1(C=CC=C1)C#C.[CH-]1C=CC=C1.[Fe+2]